N,N-dimethyl-4-nitrobenzamide CN(C(C1=CC=C(C=C1)[N+](=O)[O-])=O)C